N-((6-(3-methyl-1H-pyrrolo[2,3-b]pyridin-5-yl)isochroman-8-yl)methyl)propan-2-amine CC1=CNC2=NC=C(C=C21)C=2C=C1CCOCC1=C(C2)CNC(C)C